C1(=CC=CC=C1)C1=C(C(=CC(=C1)C1=CC=CC=C1)C1=CC=CC=C1)C1=CC=C(C=C1)C1=NC(=NC(=N1)C1=CC(=CC=C1)C=1C(=NC=CC1)C)C1=CC=CC=C1 2-(2',6'-diphenyl-[1,1':4',1''-terphenyl]-4-yl)-4-(3-(2-methylpyridin-3-yl)phenyl)-6-phenyl-1,3,5-triazine